C(CCCCCCCCCC(CCCCCCCCCCC(=O)OCC1=CC=CC=C1)(C(=O)OCC1=CC=CC=C1)C(=O)OC(C)(C)C)C(=O)OCC1=CC=CC=C1 1,11,21-Tribenzyl 11-tert-butyl henicosane-1,11,11,21-tetracarboxylate